di(4-chlorophenyl)phosphine oxide ClC1=CC=C(C=C1)P(C1=CC=C(C=C1)Cl)=O